C(C=C)(=O)OCCCCCCCCCCCCCCC[Si](C)(C)Cl acryloxypentadecylchlorodimethylsilane